2-(2-((5-(1H-Indol-5-yl)-2-methylphenyl)(propyl)amino)thiazol-4-yl)pyrimidine-4,6-diamine N1C=CC2=CC(=CC=C12)C=1C=CC(=C(C1)N(C=1SC=C(N1)C1=NC(=CC(=N1)N)N)CCC)C